BrC=1C=[N+]2N(C=3C(=NC=CN3)[N-]2)C1 8-bromopyrazolo[1',2':1,2][1,2,3]triazolo[4,5-b]pyrazin-6-ium-5-ide